(5S)-N-(5-Amino-1-carboxypentyl)iminodiacetic acid C(CCN)C[C@@H](C(=O)O)N(CC(=O)O)CC(=O)O